6',6'''-(((diisopropylgermanediyl)bis(methylene))bis(oxy))bis(3'-(tert-butyl)-3-(2,7-di-tert-butyl-9H-carbazol-9-yl)-5-(2,4,4-trimethylpentan-2-yl)-[1,1'-biphenyl]-2-ol) C(C)(C)[Ge](COC1=CC=C(C=C1C=1C(=C(C=C(C1)C(C)(CC(C)(C)C)C)N1C2=CC(=CC=C2C=2C=CC(=CC12)C(C)(C)C)C(C)(C)C)O)C(C)(C)C)(COC1=CC=C(C=C1C=1C(=C(C=C(C1)C(C)(CC(C)(C)C)C)N1C2=CC(=CC=C2C=2C=CC(=CC12)C(C)(C)C)C(C)(C)C)O)C(C)(C)C)C(C)C